3-(3,5-di-tert-butyl-4-hydroxyphenyl)propionic acid butyl ester C(CCC)OC(CCC1=CC(=C(C(=C1)C(C)(C)C)O)C(C)(C)C)=O